2-(2,6-dioxopiperidin-3-yl)-6-(2-(2-(4-(1-(4-hydroxyphenyl)-2-phenylbut-1-en-1-yl)phenyl)-2,8-diazaspiro[4.5]decan-8-yl)acetyl)-6,7-dihydropyrrolo[3,4-f]isoindole-1,3(2H,5H)-dione O=C1NC(CCC1N1C(C2=CC=3CN(CC3C=C2C1=O)C(CN1CCC2(CCN(C2)C2=CC=C(C=C2)C(=C(CC)C2=CC=CC=C2)C2=CC=C(C=C2)O)CC1)=O)=O)=O